C(C)(C)(C)NS(=O)(=O)C=1C=C(C=CC1)NC(=O)C1=C(C=C(C=C1)NS(=O)(=O)C(C(=O)OCC)C)N1CCC2(CC2)CC1 ethyl 2-(N-(4-((3-(N-(tert-butyl)sulfamoyl)phenyl)carbamoyl)-3-(6-azaspiro[2.5]octan-6-yl)phenyl)sulfamoyl)propanoate